FC=1C(=NC(=NC1)NC1CCN(CC1)S(=O)(=O)C)C=1C=C2C(=CC(=NC2=CC1)C)C(C)NC(OCCCC)=O butyl (1-(6-(5-fluoro-2-((1-(methylsulfonyl)piperidin-4-yl)amino)pyrimidin-4-yl)-2-methylquinolin-4-yl)ethyl)carbamate